3-[[4-hydroxy-1-[(3R,4R)-1-[[2-(6-methyl-3-pyridinyl)thiazol-5-yl]methyl]-3-phenyl-piperidine-4-carbonyl]-4-piperidinyl]methyl]-7-phenyl-pyrrolo[2,1-f][1,2,4]triazin-4-one OC1(CCN(CC1)C(=O)[C@H]1[C@@H](CN(CC1)CC1=CN=C(S1)C=1C=NC(=CC1)C)C1=CC=CC=C1)CN1C=NN2C(C1=O)=CC=C2C2=CC=CC=C2